C(C=CCC(=O)[O-])(=O)OCC monoethyl 2-pentenediate